C1(CC1)C(=O)NC=1C(=C(N=NC1)C(=O)NC)NC1=CC=CC=2C=3C(CN(C12)C)=CN(N3)C (cyclopropanecarboxamido)-4-((2,5-dimethyl-4,5-dihydro-2H-pyrazolo[4,3-c]quinolin-6-yl)amino)-N-methylpyridazine-3-carboxamide